(5R)-5-(aminomethyl)-N-ethyl-N-phenyl-5,6,7,8-tetrahydronaphthalen-2-amine NC[C@H]1C=2C=CC(=CC2CCC1)N(C1=CC=CC=C1)CC